4'-[(2S)-2-Amino-2-cyanoethyl]Biphenyl-4-carbonitrile N[C@@H](CC1=CC=C(C=C1)C1=CC=C(C=C1)C#N)C#N